C(#N)C=1C=C(C(=NC1)COC1=CC=CC(=N1)C1=CC(=C(CC2=NC=3C(=NC(=CC3)C(=O)O)N2C[C@H]2OCC2)C=C1F)F)F (S)-2-(4-(6-((5-cyano-3-fluoropyridin-2-yl)methoxy)pyridin-2-yl)-2,5-difluorobenzyl)-3-(oxetan-2-ylmethyl)-3H-imidazo[4,5-b]pyridine-5-carboxylic acid